FC(C(=O)N1CCC(CC1)C(=O)N)(C1=C(C=CC(=C1)C(NC1=CC(=C(C=C1)F)C)=O)F)F 1-(2,2-difluoro-2-(2-fluoro-5-((4-fluoro-3-methylphenyl)carbamoyl)phenyl)acetyl)piperidine-4-carboxamide